4-oxo-2-(tritylamino)-4,7-dihydro-3H-pyrrolo[2,3-d]Pyrimidine-5-carbaldehyde O=C1C2=C(N=C(N1)NC(C1=CC=CC=C1)(C1=CC=CC=C1)C1=CC=CC=C1)NC=C2C=O